FC(OC1=CC=C(C=C1)N1C[C@@H]2CN(C[C@H]2C1)C1=C(C(N(C2=CC=C(N=C12)Cl)C)=O)C#N)(F)F 4-[(3aR,6aR)-2-[4-(trifluoromethoxy)phenyl]-1,3,3a,4,6,6a-hexahydropyrrolo[3,4-c]pyrrol-5-yl]-6-chloro-1-methyl-2-oxo-1,5-naphthyridine-3-carbonitrile